C1=NC=CC2=CC=C(C=C12)N1C(N(C(C2=CC=CC=C12)=O)C=1C=NC=CC1)=O 1-(isoquinolin-7-yl)-3-(pyridin-3-yl)quinazoline-2,4(1H,3H)-dione